3,5-bis(1-(4-(4,5-dihydro-1H-imidazol-2-yl)phenyl)-1H-1,2,3-triazol-4-yl)benzoic acid N1C(=NCC1)C1=CC=C(C=C1)N1N=NC(=C1)C=1C=C(C(=O)O)C=C(C1)C=1N=NN(C1)C1=CC=C(C=C1)C=1NCCN1